(R)-6-(3-(3,5-difluorophenyl)isoxazolidin-2-yl)-N-(3-methoxy-4-(4-(4-methylpiperazine-1-yl)piperidin-1-yl)phenyl)pyrimidin-4-amine FC=1C=C(C=C(C1)F)[C@@H]1N(OCC1)C1=CC(=NC=N1)NC1=CC(=C(C=C1)N1CCC(CC1)N1CCN(CC1)C)OC